BrC1=CC=CC(=N1)C(=O)NC1CCC(CC1)OC 6-bromo-N-((1r,4r)-4-methoxycyclohexyl)picolinamide